ClC=1C(=NC(=C(C(=O)NC2=CC(=CC=C2)C#N)C1)N1CCC(CCC1)(F)F)C(F)(F)F 5-chloro-N-(3-cyanophenyl)-2-(4,4-difluoroazepan-1-yl)-6-(trifluoromethyl)nicotinamide